BrC1=CC=2C3=C(N=CC2C=C1)NC=C3C3CCC3 8-bromo-1-cyclobutyl-3H-pyrrolo[2,3-c]isoquinoline